ClC1=C(C=C(C(=C1)Cl)OC(C)C)C1=C(C(=C(C(=C1F)F)F)F)F 2',4'-dichloro-2,3,4,5,6-pentafluoro-5'-isopropoxy-1,1'-biphenyl